2-((3-(2-chloro-3-(1,4-benzodioxan-6-yl)anilino)isothiazolo[4,5-b]pyrazin-6-ylidene)amino)-2-methyl-3-hydroxypropionic acid ClC1=C(NC=2NSC=3C2N=CC(N3)=NC(C(=O)O)(CO)C)C=CC=C1C1=CC3=C(OCCO3)C=C1